2-vinyl-4,4-dimethyl-2-Oxazoline C(=C)C=1OCC(N1)(C)C